C(C)C(C(=O)O)C(=O)O.C(C)C(C(=O)O)C(=O)O.C(CCCO)O 1,4-butanediol-bis(ethyl malonate)